C(C(=C)C)(=O)OCCCN1C=2C=CC=CC2C(C2=CC=CC=C12)=C(C#N)C#N 3-(9-(dicyanomethylene)acridin-10(9H)-yl)propyl methacrylate